CC1(OB(OC1(C)C)C1=CC=C(C=C1)C1CCS(CC1)(=O)=O)C 4-(4-(4,4,5,5-tetramethyl-1,3,2-dioxaborolan-2-yl)phenyl)tetrahydro-2H-thiopyran 1,1-dioxide